CC(/C=C/C(C(=O)O)NC(C1=CC(=CC=C1)OC1=NC=CC=C1)=O)(C)C (E)-5,5-dimethyl-2-[m-(2-pyridyloxy)benzoylamino]-3-hexenoic acid